racemic-2-benzenesulfonyl-1-phenyl-ethanol C1(=CC=CC=C1)S(=O)(=O)C[C@H](O)C1=CC=CC=C1 |r|